methyl (R)-3-(2-((1-(2-(2-(((benzyloxy)carbonyl)amino)ethoxy)ethyl)pyrrolidin-3-yl) amino)-5-(trifluoromethyl)pyrimidin-4-yl)-1H-indole-6-carboxylate C(C1=CC=CC=C1)OC(=O)NCCOCCN1C[C@@H](CC1)NC1=NC=C(C(=N1)C1=CNC2=CC(=CC=C12)C(=O)OC)C(F)(F)F